C(C)N(C(C=C)=O)CCCN(C(C=C)=O)CC N,N'-Diethyl-1,3-bis(acrylamido)propan